6-(phenylsulfonyl)-2-(pyrazolo[1,5-a]pyridin-2-ylmethyl)phthalazin-1(2H)-one C1(=CC=CC=C1)S(=O)(=O)C=1C=C2C=NN(C(C2=CC1)=O)CC1=NN2C(C=CC=C2)=C1